(3-(4-(1-aminoethyl)-4-methoxypiperidin-1-yl)-6-(2,3-dichlorophenyl)-5-methylpyrazin-2-yl)methanol NC(C)C1(CCN(CC1)C=1C(=NC(=C(N1)C)C1=C(C(=CC=C1)Cl)Cl)CO)OC